ClC=1C=CC2=C(C1)C1(CCN(CC1)CCCCCC1=C3CN(C(C3=CC=C1)=O)C1C(NC(CC1)=O)=O)NC(O2)=O 3-(4-(5-(6-chloro-2-oxo-1,2-dihydrospiro[benzo[1,3]oxazin-4,4'-piperidin]-1'-yl)pentyl)-1-oxoisoindolin-2-yl)piperidine-2,6-dione